FC1=CC=C(C=C1)C1N(C(C=2NN=C(C21)C2=CC=CC=1NC(OC12)=O)=O)CC(F)(F)F 7-[4-(4-Fluorophenyl)-6-oxo-5-(2,2,2-trifluoroethyl)-1,4,5,6-tetrahydropyrrolo[3,4-c]pyrazol-3-yl]-1,3-benzoxazol-2(3H)-one